CC1=C(C=CC=C1)C1=NOC(=N1)C1CCNCC1 4-[3-(2-Methylphenyl)-1,2,4-oxadiazol-5-yl]piperidine